ClCO[SiH](C)C chloromethoxydimethylsilane